2-Butoxydiethylene glycol C(CCC)OC(CO)OCCO